The molecule is a member of the class of resolvins that is (5E,7Z,10Z,13Z,15E,19Z)-docosahexaenoic acid carrying two hydroxy substituents at positions 4 and 17 (the 4S,17R-stereoisomer). It has a role as an anti-inflammatory agent and a human xenobiotic metabolite. It is a diol, a resolvin, a secondary allylic alcohol and a hydroxy polyunsaturated fatty acid. CC/C=C\\C[C@H](/C=C/C=C\\C/C=C\\C/C=C\\C=C\\[C@H](CCC(=O)O)O)O